2-[1-[4-(7-Chloroindol-1-yl)-2,6-difluoro-phenyl]-4-piperidinyl]acetic acid ClC=1C=CC=C2C=CN(C12)C1=CC(=C(C(=C1)F)N1CCC(CC1)CC(=O)O)F